C(#N)COC1=NC=CC(=C1)CNC(OC(C)(C)C)=O tert-butyl ((2-(cyanomethoxy)pyridin-4-yl)methyl)carbamate